N-Boc-ethoxyethylamine acrylate C(C=C)(=O)O.C(=O)(OC(C)(C)C)NCCOCC